FC1=C(C(=C(C=C1)I)F)OC(F)(F)F 1,3-Difluoro-4-iodo-2-(trifluoromethoxy)benzene